S(=O)(=O)([O-])[O-].[P+3].C1(CC1)CC(C(=O)NC1=C(C=CC=C1)C)N1C=2C(=CC=C1)N=C(N2)SCC2=CC(=CC=C2)C=2SC=CC2.S(=O)(=O)([O-])[O-].S(=O)(=O)([O-])[O-].C2(CC2)CC(C(=O)NC2=C(C=CC=C2)C)N2C=1C(=CC=C2)N=C(N1)SCC1=CC(=CC=C1)C=1SC=CC1.[P+3] 3-cyclopropyl-2-(2-((3-(thiophen-2-yl)benzyl)thio)-4H-imidazo[4,5-b]pyridin-4-yl)-N-(o-tolyl)propanamide phosphorus sesquisulfate